4-{5-[(1S)-2-hydroxy-1-(phenylformamido)ethyl]-1,2,4-oxadiazol-3-yl}phenyl N-ethyl-N-methylcarbamate C(C)N(C(OC1=CC=C(C=C1)C1=NOC(=N1)[C@H](CO)NC(=O)C1=CC=CC=C1)=O)C